N1C=CN=C2C1=CC=N2 pyrrolo[2,3-e]pyrazin